N-[(1S,2S)-1,3-dihydroxy-1-phenylprop-2-yl]-4-methyl-3-{[(5-phenylpyridin-3-yl)amino]methyl}benzamide O[C@H]([C@H](CO)NC(C1=CC(=C(C=C1)C)CNC=1C=NC=C(C1)C1=CC=CC=C1)=O)C1=CC=CC=C1